CC(N)(C1=C(C(=CC=2OC3=C(C21)C=CC=C3)C3=CC=CC=C3)C3=NN=NC(=C3C3=C(C(=CC=2C1=CC=CC=C1CC32)C)C)C3=C(C=CC=C3)C3=CC=CC=C3)C dimethyl-Phenyl[biphenylyl(dimethylfluorenyl)triazinyl]dibenzofuranmethylamine